C(C)(C)(C)OC(=O)N1C(COCCC1)C1=C(C=C(C=C1)O)Cl 3-(2-chloro-4-hydroxy-phenyl)-[1,4]oxazepan-4-carboxylic acid tert-butyl ester